ClC=1C=CC2=C(C(C[C@@H](O2)C(=O)NC23CCC(CC2)(CC3)C=3OC(=NN3)[C@@H]3C[C@@H](C3)OC(F)(F)F)=O)C1 (2R)-6-chloro-4-oxo-N-(4-{5-[cis-3-(trifluoromethoxy)cyclobutyl]-1,3,4-oxadiazol-2-yl}bicyclo[2.2.2]octan-1-yl)-3,4-dihydro-2H-1-benzopyran-2-carboxamide